3,4,5-trichlorophenol acetate C(C)(=O)OC1=CC(=C(C(=C1)Cl)Cl)Cl